O1C(=NC=C1)CNCCC=C N-(OXAZOL-2-YLMETHYL)BUT-3-EN-1-AMINE